[Ba].[In].[Zn] zinc-indium-barium